tert-butyl 2-([2-chloro-5H,6H,7H-cyclopenta[d]pyrimidin-4-yl](methyl)amino)acetate ClC=1N=C(C2=C(N1)CCC2)N(CC(=O)OC(C)(C)C)C